N-methyl-1-[[5-[5-(trifluoromethyl)-1,2,4-oxadiazol-3-yl]-2-thienyl]methyl]imidazole-2-carboxamide CNC(=O)C=1N(C=CN1)CC=1SC(=CC1)C1=NOC(=N1)C(F)(F)F